FC=1C=CC(=NC1)C1=NN2C(CNCC2)=C1C1=C2C(=NC(=C1)C)NN=C2 4-(2-(5-Fluoropyridin-2-yl)-4,5,6,7-tetrahydropyrazolo[1,5-a]pyrazin-3-yl)-6-methyl-1H-pyrazolo[3,4-b]pyridine